FC(N1C=NC2=C1C(=C(C=C2C2=CC=C(C=C2)OC(F)(F)F)CNC(OC(C)(C)C)=O)C(CO)O)F tert-butyl N-[[3-(difluoromethyl)-4-(1,2-dihydroxyethyl)-7-[4-(trifluoromethoxy) phenyl]benzimidazol-5-yl]methyl]carbamate